2,3,6-Trihydroxybenzaldehyde OC1=C(C=O)C(=CC=C1O)O